C(C)(C)(C)OC(N[C@H]1CSC2=C(N(C1=O)CC1=CC=C(C=C1)Cl)C=C(C(=C2)F)C#N)=O N-[(3R)-5-(4-chlorobenzyl)-7-cyano-8-fluoro-4-keto-2,3-dihydro-1,5-benzothiazepin-3-yl]carbamic acid tert-butyl ester